C(C1=CC=CC=C1)O[C@H]1C[C@H](N(C1)C1=NC(=CC(=C1C#N)C(F)(F)F)C)C(=O)N(C)C1=CC(=C(C=C1)F)Cl (2S,4S)-4-benzyloxy-N-(3-chloro-4-fluoro-phenyl)-1-[3-cyano-6-methyl-4-(trifluoromethyl)-2-pyridyl]-N-methyl-pyrrolidine-2-carboxamide